4-(7-bromo-3-quinolylamino)-2-[p-(3-morpholinopropoxy)phenylamino]pyrimidine BrC1=CC=C2C=C(C=NC2=C1)NC1=NC(=NC=C1)NC1=CC=C(C=C1)OCCCN1CCOCC1